N-[(1S)-1-(dicyclopropyl-methyl)-2-[[5-[5-(difluoromethyl)-4-methyl-3-pyridyl]-6-fluoro-2-pyridyl]amino]-2-oxo-ethyl]-2-isopropyl-pyrazole-3-carboxamide C1(CC1)C([C@@H](C(=O)NC1=NC(=C(C=C1)C=1C=NC=C(C1C)C(F)F)F)NC(=O)C=1N(N=CC1)C(C)C)C1CC1